5-tert-Butyl-[1,2,4]oxadiazole-3-carboxylic acid {(R)-2-[2-(1-isopropyl-3,5-dimethyl-1H-pyrazol-4-yl)-3H-imidazo[4,5-b]pyridin-7-yl]-6,7,8,9-tetrahydro-5H-benzocyclohepten-5-yl}-amide C(C)(C)N1N=C(C(=C1C)C1=NC=2C(=NC=CC2C=2C=CC3=C(CCCC[C@H]3NC(=O)C3=NOC(=N3)C(C)(C)C)C2)N1)C